BrC1=CC2=C(C(=N1)NC=1C=C(C(=O)N)C=CC1F)N(C=N2)C(C)C 3-((6-bromo-3-isopropyl-3H-imidazo[4,5-c]pyridin-4-yl)amino)-4-fluorobenzamide